C(=O)(O)C(CCCCCCC1=C(C=CC=C1)CCCCCC1(CC1)C(=O)O)(C)C 1-(5-(2-(7-carboxy-7-methyloctyl)phenyl)pentyl)cyclopropane-1-carboxylic acid